6-(2-(2'-chloro-5'-fluoro-[1,1'-biphenyl]-3-yl)-2-hydroxyacetyl)-2-(1-phenylcyclopropyl)-5,6,7,8-tetrahydropyrido[4,3-d]pyrimidin-4(3H)-one ClC1=C(C=C(C=C1)F)C1=CC(=CC=C1)C(C(=O)N1CC2=C(N=C(NC2=O)C2(CC2)C2=CC=CC=C2)CC1)O